(S)-3'-chloro-2'-(1-((5-formyl-6-methoxy-3-(trifluoromethyl)pyridin-2-yl)amino)-2,3-dihydro-1H-inden-4-yl)-6-methoxy-[2,4'-bipyridine]-5-carbaldehyde ClC=1C(=NC=CC1C1=NC(=C(C=C1)C=O)OC)C1=C2CC[C@@H](C2=CC=C1)NC1=NC(=C(C=C1C(F)(F)F)C=O)OC